BrC1=CC=C(C=C1)[C@H](C)N (S)-1-(4-bromophenyl)ethane-1-amine